[2-(4,4-Difluoroazepan-1-yl)-3-quinolinyl]-1H-1,5-naphthyridin-4-one FC1(CCN(CCC1)C1=NC2=CC=CC=C2C=C1N1C=CC(C2=NC=CC=C12)=O)F